FC1=C2CCN(C2=CC(=C1)F)C(C)C1=C(OC2=CC=C(C=C2C1=O)C(=O)N(C)C)N1CCOCC1 [1-(4,6-difluoroindolin-1-yl)ethyl]-N,N-dimethyl-2-morpholino-4-oxo-chromene-6-carboxamide